CN(C(C1=CC=C(C(=O)N(C=2C=NNC2)C)C=C1)=O)C1CCNCC1 N1,N4-dimethyl-N1-(piperidin-4-yl)-N4-(1H-pyrazol-4-yl)terephthalamide